N-((2-methoxy-5-(1-methoxycyclobutyl)phenyl)sulfonyl)-5-(1H-pyrazol-1-yl)quinoline-2-carboxamide COC1=C(C=C(C=C1)C1(CCC1)OC)S(=O)(=O)NC(=O)C1=NC2=CC=CC(=C2C=C1)N1N=CC=C1